FC1=C(CNC2=NC(=NC=C2C(=O)N)NC=2C=NN(C2)C)C=CC=C1Cl 4-((2-fluoro-3-chlorobenzyl)amino)-2-((1-methyl-1H-pyrazol-4-yl)amino)pyrimidin-5-carboxamide